R-alpha-amino-5-chloro-1-(phosphonomethyl)-1H-benzimidazole-2-propanoic acid hydrochloride Cl.N[C@@H](C(=O)O)CC1=NC2=C(N1CP(=O)(O)O)C=CC(=C2)Cl